FC1=CC=C(C=C1)C(C)N1N=CC(=C1)C1=CC=CC(=N1)C1=C(C=2N(C=C1)N=C(N2)N)OC 7-(6-(1-(1-(4-fluorophenyl)ethyl)-1H-pyrazol-4-yl)-pyridin-2-yl)-8-methoxy-[1,2,4]-triazolo[1,5-a]pyridin-2-amine